BrC=1C(=CC2=C(C=C(S2)C(=O)O)C1)OCOC 5-bromo-6-(methoxymethoxy)benzothiophene-2-carboxylic acid